BrC=1C(=NN2C1CCC(C2)(C[2H])C[2H])C2=NC=C(C=C2)F 3-bromo-2-(5-fluoropyridin-2-yl)-6,6-bis(methyl-d)-4,5,6,7-tetrahydropyrazolo[1,5-a]Pyridine